BENZOOXAZOLE-2-CARBALDEHYDE O1C(=NC2=C1C=CC=C2)C=O